hexachloro-trisila-pentane Cl[SiH]([Si]([Si](Cl)(Cl)Cl)(Cl)Cl)CC